N-(3-{4-[6-(2-Isopropoxyethoxy)pyridin-3-yl]-6-oxo-1,6-dihydropyrimidin-2-yl}-4-(trifluoromethyl)benzyl)butanamide C(C)(C)OCCOC1=CC=C(C=N1)C=1N=C(NC(C1)=O)C=1C=C(CNC(CCC)=O)C=CC1C(F)(F)F